7-ethoxy-2-methyl-N-(6-(4-methylpiperazin-1-yl)pyridazin-3-yl)imidazo[1,2-a]pyridine-6-carboxamide C(C)OC1=CC=2N(C=C1C(=O)NC=1N=NC(=CC1)N1CCN(CC1)C)C=C(N2)C